7-bromo-2-chloro-3-isopropyl-4-(4-methoxyphenyl)-6-methyl-quinoline BrC1=C(C=C2C(=C(C(=NC2=C1)Cl)C(C)C)C1=CC=C(C=C1)OC)C